CC1=C(C(=O)NC2=CC=C(C3=CC=CC=C23)S(NC2CCNC3=CC=CC=C23)(=O)=O)C=CC=C1 2-methyl-N-(4-(N-(1,2,3,4-tetrahydroquinolin-4-yl)sulfamoyl)naphthalen-1-yl)benzamide